4-[1-(oxetan-3-yl)-4-(trifluoromethyl)imidazol-2-yl]benzaldehyde O1CC(C1)N1C(=NC(=C1)C(F)(F)F)C1=CC=C(C=O)C=C1